C(C)(C)(C)OC(=O)N1N=C(C2=CC=C(C=C12)[C@@H]1C[C@@]12C(N(C1=CC=C(C=C21)OC)C(=O)OC(C)(C)C)=O)NC=2C=NC(=CC2OCC)S(=O)(=O)C Tert-butyl (1R,2S)-2-[1-(tert-butoxycarbonyl)-3-[(4-ethoxy-6-methanesulfonylpyridin-3-yl)amino]indazol-6-yl]-5'-methoxy-2'-oxospiro[cyclopropane-1,3'-indole]-1'-carboxylate